2-(dicyclohexylphosphino)-biphenyl C1(CCCCC1)P(C1=C(C=CC=C1)C1=CC=CC=C1)C1CCCCC1